C(C)OC(C(N=C(C1=CC=CC=C1)C1=CC=CC=C1)C1=NC=C(N=C1)Br)=O.ClC1=CC(=C2C=CN(C2=C1Cl)CCNS(=O)(=O)C)O N-[2-(6,7-dichloro-4-hydroxy-indol-1-yl)ethyl]methanesulfonamide ethyl-2-(5-bromopyrazin-2-yl)-2-[(diphenylmethylidene)amino]acetate